N[C@@H](C(=O)O)CNC(=O)C1=CC2=NC=CC(=C2S1)OC (R)-2-amino-3-[(7-methoxythieno[3,2-b]pyridine-2-carbonyl)amino]propanoic acid